FC1=C(C=C(C=C1)C(C(F)(F)F)(NC)C)C1=NC=2C=CNC(C2C(=C1)NC1=NC=C(C=C1)N1CCC(CC1)O)=O 2-[2-fluoro-5-[2,2,2-trifluoro-1-methyl-1-(methyl-amino)ethyl]phenyl]-4-[[5-(4-hydroxy-1-piperidyl)-2-pyridyl]amino]-6H-1,6-naphthyridin-5-one